2,2-dihydroxy-1,1-dinaphthylmethane OC1(C(C2=CC=CC=C2C=C1)CC1=CC=CC2=CC=CC=C12)O